CC1=C(C(=O)OCC)C(=CC(=C1)OC(C)=O)C ethyl 2,6-dimethyl-4-acetoxybenzoate